(-)-2-(3-fluorophenyl)-N-[(cis)-4-hydroxy-1,1-dioxidotetrahydro-thiophen-3-yl]-3-oxo-6-[4-(trifluoromethyl)phenyl]-2,3-dihydropyridazine-4-carboxamide FC=1C=C(C=CC1)N1N=C(C=C(C1=O)C(=O)N[C@@H]1CS(C[C@@H]1O)(=O)=O)C1=CC=C(C=C1)C(F)(F)F